8-(pyridin-4-yl)-9H-purine-2-carbaldehyde O-(m-tolyl) oxime C1(=CC(=CC=C1)ON=CC1=NC=C2N=C(NC2=N1)C1=CC=NC=C1)C